C(=O)O.CN1C[C@@H](CCC1)NC1=NN=C(C2=CC=CC=C12)C1=C(C=C(C=C1)C(F)(F)F)NS(=O)(=O)C N-[2-(4-{[(3R)-1-methylpiperidin-3-yl]amino}phthalazin-1-yl)-5-(trifluoromethyl)phenyl]methanesulfonamide formate